CS(=O)(=O)CC1=CC=C(C=C1)NC=1N=CC2=C(N1)CN(CC2)C2=CN=C1C(CCNC1=C2C)O 7-(2-{[4-(methanesulfonylmethyl)phenyl]amino}-5H,6H,7H,8H-pyrido[3,4-d]pyrimidin-7-yl)-8-methyl-1,2,3,4-tetrahydro-1,5-naphthyridin-4-ol